CC1([C@H]2CC(=C[C@@H]1C2)C=CC=O)C 3-((1S,5R)-6,6-dimethylbicyclo[3.1.1]hept-2-en-3-yl)acrylaldehyde